FC=1C(=C(C=CC1)NC1=C(NC2=C1C(NCC2)=O)C2=C(C=NC=C2)OCC=2C=1N(C=CC2)C=CN1)OC 3-[(3-fluoro-2-methoxyphenyl)amino]-2-(3-[imidazo[1,2-a]pyridin-8-ylmethoxy]pyridin-4-yl)-1H,5H,6H,7H-pyrrolo[3,2-c]pyridin-4-one